N,N-diethyl-oleic acid amide C(C)N(C(CCCCCCC\C=C/CCCCCCCC)=O)CC